(2'R,4R)-2,2'-dimethylspiro[6,7-dihydrothieno[3,2-c]pyran-4,4'-piperidine] CC1=CC2=C(CCO[C@]23C[C@H](NCC3)C)S1